N-(3',4',5'-trifluorobiphenyl-2-yl)-1,3-dimethylpyrazol-4-yl-carboxamide FC=1C=C(C=C(C1F)F)C1=C(C=CC=C1)NC(=O)C=1C(=NN(C1)C)C